C(C)(C)(C)OC([C@@H](COC1=CC=C2C=C(N=CC2=C1)NCC1CN(C1)C(=O)O)O)=O (R)-3-(((7-(3-(tert-butoxy)-2-hydroxy-3-oxopropoxy)isoquinolin-3-yl)Amino)methyl)azetidine-1-carboxylic acid